CN1N=CC(=C1)C1=NC=2C(=NC=CC2N2CC3CCC(C2)N3[C@@H]3[C@@H](CC3)O)N1 |r| (1RS,2SR)-2-(3-(2-(1-methyl-1H-pyrazol-4-yl)-3H-imidazo[4,5-b]pyridin-7-yl)-3,8-diazabicyclo[3.2.1]oct-8-yl)cyclobutan-1-ol